5-(5-((2R,3S)-3-amino-5-oxo-2-phenylpyrrolidin-1-yl)-1H-indazol-1-yl)-1-methylpyridin-2(1H)-one N[C@@H]1[C@H](N(C(C1)=O)C=1C=C2C=NN(C2=CC1)C=1C=CC(N(C1)C)=O)C1=CC=CC=C1